ClC1=CC(=C(OCC\C=N\[S@@](=O)C(C)(C)C)C=C1)C (S,E)-N-(3-(4-chloro-2-methylphenoxy)propylidene)-2-methylpropane-2-sulfinamide